(4-(6-(1-cyclopropyl-1H-pyrazol-4-yl)pyrazolo[1,5-a]pyridin-3-yl)piperidin-1-yl)(3,3-difluoroazetidin-1-yl)methanone C1(CC1)N1N=CC(=C1)C=1C=CC=2N(C1)N=CC2C2CCN(CC2)C(=O)N2CC(C2)(F)F